1-(trifluoromethylsulfonyl)-imidazole FC(S(=O)(=O)N1C=NC=C1)(F)F